ClC=1C=C(C=C(C1OCCCl)C#N)N1C=CC2=CC(=CC=C12)CCN1CC(C1)NC(OC(C)(C)C)=O tert-butyl (1-(2-(1-(3-chloro-4-(2-chloroethoxy)-5-cyanophenyl)-1H-indol-5-yl)ethyl) azetidin-3-yl)carbamate